[Cl-].[Cl-].C(C1=CC=CC=C1)(=O)C(C(C1=CC=CC=C1)=O)=[Zr+2]C1C2=CC=CC=C2C=2C=CC=CC12 dibenzoylmethylene(9-fluorenyl)zirconium dichloride